C1(CC1)C1=CC(=NN1)NC(C(CC)C=1C=C(C=CC1)C1=CC(=C(C=C1)NC(\C=C\CN(C)C)=O)F)=O (E)-N-(3'-(1-((5-Cyclopropyl-1H-pyrazol-3-yl)amino)-1-oxobutan-2-yl)-3-fluoro-[1,1'-biphenyl]-4-yl)-4-(dimethylamino)but-2-enamid